C(CC)[Si](OCC)(OCC)OCC Propyltriethoxysilane